5-Acetyloxy-2-methyl-pentanoic acid C(C)(=O)OCCCC(C(=O)O)C